ClC1=C2C(=NN(C1=O)C1=CC3=CN(N=C3C=C1)C)NC(N2CC2CC2)=O 4-chloro-5-(cyclopropylmethyl)-2-(2-methyl-2H-indazol-5-yl)-2,7-dihydro-3H-imidazo[4,5-c]pyridazine-3,6(5H)-dione